CC(C[C@@H](C(=O)O)N1C(C=CC=C1)=O)C (S)-4-methyl-2-(2-oxopyridin-1(2H)-yl)pentanoic acid